2,4,6-tris(3,5-di-tert-butyl-4-hydroxy-phenylethyl)-1,3,5-triazine C(C)(C)(C)C=1C=C(C=C(C1O)C(C)(C)C)CCC1=NC(=NC(=N1)CCC1=CC(=C(C(=C1)C(C)(C)C)O)C(C)(C)C)CCC1=CC(=C(C(=C1)C(C)(C)C)O)C(C)(C)C